N-[1-(bicyclo[1.1.1]pentan-1-yl)-5-methyl-1H-pyrazol-4-yl]-6-chloro-7-[1-(3-methyloxetan-3-yl)piperidin-4-yl]quinazolin-2-amine C12(CC(C1)C2)N2N=CC(=C2C)NC2=NC1=CC(=C(C=C1C=N2)Cl)C2CCN(CC2)C2(COC2)C